COC1(CC2=CC=C(C=C2C1)C)C (2,5-dimethyl-2,3-dihydro-1H-inden-2-yl) methyl ether